C(C)C=1C(NC2=CC(=CN=C2C1)CN1CCN(CC1)C=1C=NC2=C(N=CC(=C2C1)F)NC)=O 3-ethyl-7-((4-(5-fluoro-8-(methylamino)-1,7-naphthyridin-3-yl)piperazin-1-yl)methyl)-1,5-naphthyridin-2(1H)-one